1,4-dimethyl-1H-imidazole-5-carboxylate CN1C=NC(=C1C(=O)[O-])C